5-propynylcytidine C(#CC)C=1C(=NC(N([C@H]2[C@H](O)[C@H](O)[C@@H](CO)O2)C1)=O)N